4-(5-chloroquinoline-2-yl)benzenesulfonamide ClC1=C2C=CC(=NC2=CC=C1)C1=CC=C(C=C1)S(=O)(=O)N